1-(4-methoxycarbonylphenyl)-2-phenylethane COC(=O)C1=CC=C(C=C1)CCC1=CC=CC=C1